OC1C(OC(C1O)CO)N1C(N=C(C=C1)NOC(=O)OCCCCCCC)=O 1-(3,4-dihydroxy-5-(hydroxymethyl)tetrahydrofuran-2-yl)-4-((((heptyloxy)carbonyl)oxy)amino)pyrimidine-2-on